2-((6-((1-trityl-1H-pyrazolo[4,3-c]pyridin-6-yl)amino)pyrimidin-4-yl)amino)ethan-1-ol C(C1=CC=CC=C1)(C1=CC=CC=C1)(C1=CC=CC=C1)N1N=CC=2C=NC(=CC21)NC2=CC(=NC=N2)NCCO